(R)-8-ethynyl-7-fluoro-1-(8-fluoro-2-(4-hydroxy-4-methylpiperidin-1-yl)-4-(methyl(pyrrolidin-2-ylmethyl)amino)pyrido[4,3-d]pyrimidin-7-yl)isoquinolin-3(2H)-one C(#C)C1=C(C=CC2=CC(NC(=C12)C1=C(C=2N=C(N=C(C2C=N1)N(C[C@@H]1NCCC1)C)N1CCC(CC1)(C)O)F)=O)F